monoethylene glycol monohexyl ether C(CCCCC)OCCO